N6-(1-iminoethyl)-L-lysine CC(=NCCCC[C@@H](C(=O)O)N)N